[2-chloro-3-(2-methoxyphenyl)phenyl]methanone ClC1=C(C=CC=C1C1=C(C=CC=C1)OC)C=O